O[C@H]1C[C@H]2C[C@@H]([C@H]3[C@@H]4CC[C@H]([C@@H](CCC(=O)NCC(=O)O)C)[C@]4(CC[C@@H]3[C@]2(CC1)C)C)O N-(3α,7β-Dihydroxy-5β-cholan-24-oyl)glycine